C(CCC)N(C1=CC=C(C=C1)C1(SCCCS1)C(O)C1=CC=CC=C1)CCCC (2-(4-(dibutylamino)phenyl)-1,3-dithian-2-yl)(phenyl)methanol